FC(OC=1C=NC(=NC1)SC)F 5-(difluoromethoxy)-2-(methylsulfanyl)pyrimidine